C[Sn](C)(Cl)Cl Dimethyl-tin chloride